4-(aminomethyl)-6-(5-(2-fluorophenoxy)pyridin-3-yl)phthalazin-1(2H)-one NCC1=NNC(C2=CC=C(C=C12)C=1C=NC=C(C1)OC1=C(C=CC=C1)F)=O